C1CCC2=C(C=3CCCC3C=C12)NC(=O)N=S(=O)(N)C1CC2=CC=CC=C2C1 N'-((1,2,3,5,6,7-hexahydro-s-indacen-4-yl)carbamoyl)-2,3-dihydro-1H-indene-2-sulfonimidamide